1-toluenesulfonyl-4-((triisopropylsilyl)ethynyl)-1H-pyrrolo[2,3-b]pyridine C(C1=CC=CC=C1)S(=O)(=O)N1C=CC=2C1=NC=CC2C#C[Si](C(C)C)(C(C)C)C(C)C